phenylpropyl alcohol acetate C(C)(=O)OCCCC1=CC=CC=C1